C(C)(C)(C)OC(=O)NC1=CC=C(C=C1)C1=CC=C(C=C1)C(=O)N[C@@H](CO)C(=O)O (4'-((Tert-Butoxycarbonyl)amino)-[1,1'-biphenyl]-4-carbonyl)-L-serine